6-fluoro-9-[4-(trifluoromethyl)phenyl]-9H-carbazole-3-carboxylic acid FC=1C=C2C=3C=C(C=CC3N(C2=CC1)C1=CC=C(C=C1)C(F)(F)F)C(=O)O